(2S)-3-{[5-bromo-1-(4-chlorophenyl)-2-[(5-chloropyridin-2-yl)methyl]-3-oxo-2,3-dihydro-1H-isoindol-1-yl]oxy}-2-methylpropionic acid methyl ester COC([C@H](COC1(N(C(C2=CC(=CC=C12)Br)=O)CC1=NC=C(C=C1)Cl)C1=CC=C(C=C1)Cl)C)=O